[1-[[2-[[(4S)-chroman-4-yl]carbamoyl]cyclopropyl]methyl]-4,4-diethyl-6-oxo-hexahydropyrimidin-2-ylidene]ammonium O1CC[C@@H](C2=CC=CC=C12)NC(=O)C1C(C1)CN1C(NC(CC1=O)(CC)CC)=[NH2+]